2-benzyloxy-2-(trifluoromethyl)hex-5-enehydrazide C(C1=CC=CC=C1)OC(C(=O)NN)(CCC=C)C(F)(F)F